N-(4-(3-chloro-4-fluorophenyl)-5-cyclopropylthiazol-2-yl)-5-((2-hydroxy-3-methoxybenzyl)amino)pyridine-2-sulfonamide ClC=1C=C(C=CC1F)C=1N=C(SC1C1CC1)NS(=O)(=O)C1=NC=C(C=C1)NCC1=C(C(=CC=C1)OC)O